[Cl-].[PH4+].C(C1=CC=CC=C1)C1=C(C=CC=C1)P(C1=CC=CC=C1)C1=CC=CC=C1 benzyl-triphenylphosphine phosphonium chloride